FC(S(=O)(=O)[O-])(F)F.C(C)(C)(C)C1=C(C=CC=C1)[I+]C1=C(C=CC=C1)C(C)(C)C bis-(tert-butylphenyl)iodonium trifluoromethanesulfonate